dopamine, trishydrochloride Cl.Cl.Cl.NCCC1=CC(O)=C(O)C=C1